C1N(CCC2=CC=CC=C12)CC1=NC2=CC=C(C=C2C(N1)=O)OC 2-(3,4-dihydro-1H-isoquinolin-2-ylmethyl)-6-methoxy-3H-quinazolin-4-one